COC=C(C(=O)OCCO)C ethylene glycol methoxymethacrylate